C(C)N1C=C(C=C1)C=O 1-Ethyl-1H-pyrrole-3-carbaldehyde